CN1N=C(C=C1C)C 1,3,5-trimethyl-1H-pyrazole